FC(C1=NC2=C(N1C1=NC(=NC(=N1)N1CCOCC1)N1CCNCC1)C=CC=C2)F 4-(4-(2-(difluoromethyl)-1H-benzo[d]imidazol-1-yl)-6-morpholinyl-1,3,5-triazin-2-yl)piperazine